2-amino-N-ethyl-N-(2,2,2-trifluoro-1-(4-fluorophenyl)ethyl)benzo[d]thiazole-5-sulfonamide NC=1SC2=C(N1)C=C(C=C2)S(=O)(=O)N(C(C(F)(F)F)C2=CC=C(C=C2)F)CC